C1(CC1)C1=NC=NC(=C1C=1N=CC2=C(N(C(C3(CN2)CC3)=O)CC3=CC=C(C=C3)C=3N(C=C(N3)C(F)(F)F)C)N1)OC 2'-(4-cyclopropyl-6-methoxypyrimidin-5-yl)-9'-(4-(1-methyl-4-(trifluoromethyl)-1H-imidazole-2-yl)benzyl)-5',9'-dihydrospiro[cyclopropane-1,7'-pyrimido[4,5-b][1,4]diazepine]-8'(6'H)-one